(S)-N-(5-chloro-6-(difluoromethoxy)-2-methylpyridin-3-yl)-N'-(8-(1-methoxyethyl)-2-methylimidazo[1,2-b]pyridazin-7-yl)urea ClC=1C=C(C(=NC1OC(F)F)C)NC(=O)NC1=C(C=2N(N=C1)C=C(N2)C)[C@H](C)OC